FC1=C(C(=CC(=C1)NC1CN(C1)CCCF)F)[C@H]1N([C@@H](CC2=C1NC1=CC=C(C=C21)OC)C)CC(CO)(F)F 3-((1R,3R)-1-(2,6-difluoro-4-((1-(3-fluoropropyl)azetidin-3-yl)amino)phenyl)-6-methoxy-3-methyl-1,3,4,9-tetrahydro-2H-pyrido[3,4-b]indol-2-yl)-2,2-difluoropropan-1-ol